8-fluoro-3,3-dimethyl-5-trifluoromethyl-3,4-dihydro-1H-quinoxalin-2-one FC=1C=CC(=C2NC(C(NC12)=O)(C)C)C(F)(F)F